(3R,10R)-3-((1H-imidazol-1-yl)methyl)-7-((2S,5R)-4-acryloyl-2,5-dimethylpiperazin-1-yl)-9-chloro-10-(naphthalen-1-yl)-2,3-dihydro-5H-[1,4]-oxazino[2,3,4-ij]-quinazolin-5-one N1(C=NC=C1)C[C@@H]1COC=2C(=C(C=C3C(=NC(N1C23)=O)N2[C@H](CN([C@@H](C2)C)C(C=C)=O)C)Cl)C2=CC=CC3=CC=CC=C23